4-[1-(3-fluorophenyl)-1H-pyrazole-3-carbonyl]-2-{5-methyl-[1,2,4]triazolo[1,5-a]pyrimidin-7-yl}morpholine FC=1C=C(C=CC1)N1N=C(C=C1)C(=O)N1CC(OCC1)C1=CC(=NC=2N1N=CN2)C